bis(4,4-di-hydroxybutyl) phosphite P(OCCCC(O)O)(OCCCC(O)O)[O-]